1-(6-chloro-2-methyl-2H-indazol-5-yl)-3-(2,4,5-trifluoro-benzyl)guanidine anti-methyl-2-(1-(3-fluoro-4-(trifluoromethyl)benzyl)-5-(4-(trifluoromethyl)phenyl)piperidin-3-yl)acetate CC(C(=O)O)C1CN(CC(C1)C1=CC=C(C=C1)C(F)(F)F)CC1=CC(=C(C=C1)C(F)(F)F)F.ClC=1C(=CC2=CN(N=C2C1)C)NC(=N)NCC1=C(C=C(C(=C1)F)F)F